[PH2](=O)OC(CC)CC ethylpropyl hypophosphite